N1CC(C1)NC=1C=C2C(=NC=NC2=CC1OC)NC1=C(C(=CC=C1)Cl)F N6-(azetidin-3-yl)-N4-(3-chloro-2-fluorophenyl)-7-methoxyquinazoline-4,6-diamine